ClC=1C=C2C(=CC(=NC2=CC1)C(F)(F)F)N[C@@H]1C[C@@H](CCC1)NC(=O)C=1C=NN(C1OC)C N-[(1R,3S)-3-{[6-chloro-2-(trifluoromethyl)quinolin-4-yl]amino}cyclohexyl]-5-methoxy-1-methyl-1H-pyrazole-4-carboxamide